NC1=NC=2C=C(C(=CC2C2=C1C=NN2C)C(=O)N(CC2=NC=C(C=C2)C(F)(F)F)N2CC(OCC2)C(F)(F)F)F 4-amino-7-fluoro-1-methyl-N-(2-(trifluoromethyl)morpholino)-N-((5-(trifluoromethyl)pyridin-2-yl)methyl)-1H-pyrazolo[4,3-c]quinoline-8-carboxamide